(S)-N-(4-(((pyridin-3-ylmethyl)amino)methyl)benzyl)-N-(((R)-1,2,3,4-tetrahydroisoquinolin-3-yl)methyl)-5,6,7,8-tetrahydroquinolin-8-amine N1=CC(=CC=C1)CNCC1=CC=C(CN([C@H]2CCCC=3C=CC=NC23)C[C@@H]2NCC3=CC=CC=C3C2)C=C1